C(C1=CC=CC=C1)N1S(C(C(C2=C1N=C(N2C2=CC=CC=C2)NCCCC)=O)C2=CC=C(C=C2)Cl)(=O)=O 1-benzyl-6-(butylamino)-3-(4-chlorophenyl)-5-phenyl-3,5-dihydroimidazo[4,5-c][1,2]thiazine-4(1H)-one 2,2-dioxide